N[C@H]1C[C@@H](OC[C@H]1CO)C(=O)N1[C@H](C2=CC=CC=C2CC1)C1=CC=C(C=C1)F ((2R,4S,5R)-4-amino-5-(hydroxymethyl)tetrahydro-2H-pyran-2-yl)((S)-1-(4-fluorophenyl)-3,4-dihydroisoquinolin-2(1H)-yl)methanone